3-methoxy-17-methyl-morphinan COC=1C=CC=2C[C@@H]3[C@@H]4CCCC[C@@]4(C2C1)CCN3C